choline 2-aminoethyl phosphate P(=O)(OCCN)(O)OCC[N+](C)(C)C